1-(4-((4-(2-cyano-6-(1H-imidazol-2-yl)pyridin-3-yl)piperidin-1-yl)methyl)-3-fluoropyridin-2-yl)-3-ethylurea C(#N)C1=NC(=CC=C1C1CCN(CC1)CC1=C(C(=NC=C1)NC(=O)NCC)F)C=1NC=CN1